(R)-N-(1-methoxypropan-2-yl)-5-(1,8-naphthyridin-3-yl)pyrrolo[2,1-f][1,2,4]triazin-2-amine COC[C@@H](C)NC1=NN2C(C=N1)=C(C=C2)C=2C=NC1=NC=CC=C1C2